BrC=1C=C(CN)C=C(C1)Br 3,5-dibromobenzylamine